diazacyclopentadecaen-5-one N1=NCCC(CCCCCCCCCC1)=O